6-[[(3R,5R)-1-Ethyl-5-methyl-3-piperidyl]amino]-3-[2-hydroxy-4-(trifluoromethyl)phenyl]-4-methyl-1,2,4-triazin-5-one C(C)N1C[C@@H](C[C@H](C1)C)NC=1C(N(C(=NN1)C1=C(C=C(C=C1)C(F)(F)F)O)C)=O